ClC=1C=NC(=C(C(=O)NC2CCC(CC2)CN2C(N(C3=C2C=CC=C3)C3=NC=C(N=C3)Cl)=O)C1)C 5-chloro-N-((1r,4r)-4-((3-(5-chloropyrazin-2-yl)-2-oxo-2,3-dihydro-1H-benzo[d]imidazol-1-yl)methyl)cyclohexyl)-2-methylnicotinamide